2-ethyl-2-(2-quinolinylmethyl)indolin-3-one C(C)C1(NC2=CC=CC=C2C1=O)CC1=NC2=CC=CC=C2C=C1